methyl-tri(dimethylamino)silane C[Si](N(C)C)(N(C)C)N(C)C